tert-butyl (5-(3-fluoro-5-(trifluoromethoxy)phenyl)-1-(5-(trifluoromethyl)pyridin-3-yl)-1H-pyrazol-3-yl)carbamate FC=1C=C(C=C(C1)OC(F)(F)F)C1=CC(=NN1C=1C=NC=C(C1)C(F)(F)F)NC(OC(C)(C)C)=O